C1(CC1)C=1SC(=CN1)C(=O)N 2-cyclopropyl-1,3-thiazole-5-carboxamide